(S)-3-(3,5-dichlorophenyl)-3-((methoxycarbonyl)(2-(2-(5,6,7,8-tetrahydro-1,8-naphthyridin-2-yl)ethyl)-2-azaspiro[3.3]hept-6-yl)amino)propanoic acid ClC=1C=C(C=C(C1)Cl)[C@H](CC(=O)O)N(C1CC2(CN(C2)CCC2=NC=3NCCCC3C=C2)C1)C(=O)OC